FC1=C(CC2=C(C=C(OCC(=O)O)C=C2C)C)C=CC(=C1C(C)C)O 2-(4-(2-fluoro-4-hydroxy-3-isopropylbenzyl)-3,5-dimethylphenoxy)acetic acid